3,5-bis(trifluoromethyl)phenyl-boric acid FC(C=1C=C(C=C(C1)C(F)(F)F)OB(O)O)(F)F